C[Si](C)(C)CSC=1C=CC=C2C(=NNC12)C#N 7-(((trimethylsilyl)methyl)thio)-1H-indazole-3-carbonitrile